C(C)OC1=C(C=CC(=C1)C(=O)N(C)CC=1C2=C(C(=NC1)CO)C=NN2)C2=CC(=CC(=C2)F)F 2-ethoxy-3',5'-difluoro-N-((4-(hydroxymethyl)-1H-pyrazolo[4,3-c]pyridin-7-yl)methyl)-N-methyl-[1,1'-biphenyl]-4-carboxamide